bromo-4h-spiro[benzo[d][1,3]dioxine-2,4'-piperidine] BrN1CCC2(CC1)OCC1=C(O2)C=CC=C1